ClC=1C(=CC2=C(N=C(N=C2N[C@H](C)C2=C(C(=CC=C2)C(F)F)F)C)N1)O[C@@H]1COCC1 7-chloro-N-((R)-1-(3-(difluoromethyl)-2-fluorophenyl)ethyl)-2-methyl-6-(((S)-tetrahydrofuran-3-yl)oxy)pyrido[2,3-d]pyrimidin-4-amine